C1C(CCC2CCCCC12)O DECAHYDRO-2-NAPHTHOL